C(CC#CCCCC)OC(CCCCC(=O)OCCCCBr)OCCC#CCCCC 4-bromobutyl 6,6-bis(oct-3-yn-1-yloxy)hexanoate